ClC=1C=C(C=CC1C1CC1)N1CC(C1)C1=CC(=C(CN2CCC(CC2)C(=O)O)C(=C1)C)C 1-(4-(1-(3-chloro-4-cyclopropylphenyl)azetidin-3-yl)-2,6-dimethylbenzyl)-piperidine-4-carboxylic acid